FC(C=1C=C(C=CC1)CCC=1N=C(C2=C(N1)CNC2)N)(F)F 3-(trifluoromethyl)phenylethyl-5H,6H,7H-pyrrolo[3,4-d]pyrimidin-4-amine